COC=1C(=CC=2[C@@H]3[C@H](N4C(C2C1)=CC(C(=C4)C(=O)O)=O)C(CO3)(C)C)OCCCOC (3aR,12bR)-10-methoxy-11-(3-methoxypropoxy)-3,3-dimethyl-7-oxo-3,3a,7,12b-tetrahydro-2H-furo[3,2-c]pyrido[2,1-a]isoquinoline-6-carboxylic acid